FC=1C(=NC=CC1)C(CC)N1C[C@]2(CCN3N=C(C=C32)C=3C=C(C(=NC3)N)C(F)(F)F)CC1 5-{(3R)-1-[1-(3-fluoropyridin-2-yl)propyl]-5',6'-dihydrospiro[pyrrolidine-3,4'-pyrrolo[1,2-b]pyrazol]-2'-yl}-3-(trifluoromethyl)pyridin-2-amine